C(C)(C)(C)OC(=O)N1C(NC(C1)C(N(C)C1=C(C(=C(C=C1)F)Cl)F)=O)=O 4-[N-(3-chloro-2,4-difluorophenyl)-N-methylcarbamoyl]-2-oxoimidazolidinecarboxylic acid tert-butyl ester